C(C)(C)(C)C1=C(OC2=C(C=C(C=C2)C2C=3C(NC(C2)=O)=NNC3)OC)C=CC(=C1)C(C)(C)C 4-[4-(2,4-di-tert-butylphenoxy)-3-methoxyphenyl]-2H,4H,5H,6H,7H-pyrazolo[3,4-b]pyridin-6-one